[Cl-].[Cl-].C[Si](=[Zr+2](C1C(=CC2=C(C=CC=C12)C1=CC=C(C=C1)C(C)(C)C)C(C)C)C1C(=CC2=C(C=CC=C12)C1=CC=C(C=C1)C(C)(C)C)C)C1=CC=CC=C1 methylphenyl-silanediyl-(4-(4-(tert-butyl)phenyl)-2-methyl-1H-inden-1-yl)(4-(4-(tert-butyl)phenyl)-2-isopropyl-1H-inden-1-yl)zirconium dichloride